C(C)OC(C1=C(C(=CC(=C1)Cl)C)N)=O 2-amino-5-chloro-3-methylbenzoic acid ethyl ester